C1(CCCCC1)C=1OC2=C(CN(CC2)C)N1 2-Cyclohexyl-5-methyl-4,5,6,7-tetrahydrooxazolo[4,5-c]pyridine